(P)-1-(5-fluoro-2-methoxy-4-(3-(trifluoromethyl)cyclobutyl)phenyl)-N-(4-methoxybenzyl)-N-(oxazol-2-yl)-2-oxo-1,2-dihydroquinoline-6-sulphonamide FC=1C(=CC(=C(C1)N1C(C=CC2=CC(=CC=C12)S(=O)(=O)N(C=1OC=CN1)CC1=CC=C(C=C1)OC)=O)OC)C1CC(C1)C(F)(F)F